C1(C=CC2=CC=CC=C12)CC(=O)O indeneacetic acid